C(C)(=O)OCC1=CC=C(C=C1)N1C(=NC=2C1=NC(=CC2)C=2COCC2)C=2C(=NC=CC2)N 4-(2-(2-aminopyridin-3-yl)-5-(2,5-dihydrofuran-3-yl)-3H-imidazo[4,5-b]pyridin-3-yl)benzyl acetate